CC1=CC=CC2=CC=CC=C12 alpha-methylnaphthalene